[6-methoxy-5-[(2-oxooxazolidin-3-yl)methyl]-3-pyridyl]boronic acid COC1=C(C=C(C=N1)B(O)O)CN1C(OCC1)=O